[Mn](=O)(=O)([O-])[O-].[Li+].[Co+2] Cobalt-Lithium manganate